1,3-bis-(4-hydroxybutyl)1,1,3,3-tetramethyldisiloxane Lithium [Li].OCCCC[Si](O[Si](C)(C)CCCCO)(C)C